2-{3-[(2S)-3-(tert-butoxy)-2-[(3R)-1-[(tert-butoxy)carbonyl]pyrrolidin-3-yl]-3-oxopropyl]phenyl}acetic acid C(C)(C)(C)OC([C@@H](CC=1C=C(C=CC1)CC(=O)O)[C@@H]1CN(CC1)C(=O)OC(C)(C)C)=O